FC1=C(C=CC(=C1)I)NC1=C(C=2C(=NC=C(C2)F)S1)C(=O)OC(C)(C)C tert-Butyl 2-((2-fluoro-4-iodophenyl)amino)-5-fluorothieno[2,3-b]pyridine-3-carboxylate